NC1=NC(=C(C(=N1)CCCNC(CCCC[C@H]1SCC2NC(NC21)O)=O)C2=CC(=CC=C2)C(F)(F)F)N N-(3-(2,6-diamino-5-(3-(trifluoromethyl)phenyl)pyrimidin-4-yl)propyl)-5-((4R)-2-hydroxyhexahydro-1H-thieno[3,4-d]imidazol-4-yl)pentanamide